ClC1=CC=C(C=N1)[C@H]1[C@@H](C1)B(O)O TRANS-2-(6-CHLOROPYRIDIN-3-YL)CYCLOPROPANEBORONIC ACID